C(#N)C=1C=C(C=CC1)N1C=NC(=C1)NC(=O)[C@@]1(CN(CCC1)C(=O)OC(C)(C)C)F tert-butyl (R)-3-((1-(3-cyanophenyl)-1H-imidazol-4-yl)carbamoyl)-3-fluoropiperidine-1-carboxylate